2'-deoxyadenosine-5'-triphosphate P(O)(=O)(OP(=O)(O)OP(=O)(O)O)OC[C@@H]1[C@H](C[C@@H](O1)N1C=NC=2C(N)=NC=NC12)O